C(C1=CC=CC=C1)OCC(CC(=O)N)C 4-(benzyloxy)-3-methylbutanamide